2-Amino-7-fluoro-4-(5-fluoro-3-((R)-1-methyl-1,6-diazaspiro[3.4]octan-6-yl)-7,9-dihydrofuro-[3,4-f]quinazolin-6-yl)-thieno[3,2-c]pyridine-3-carbonitrile NC1=C(C=2C(=NC=C(C2S1)F)C=1C2=C(C=3C=NC(=NC3C1F)N1C[C@@]3(CCN3C)CC1)COC2)C#N